ClC1=CN=C(C=C1C(=O)OC)CO methyl 5-chloro-2-(hydroxymethyl)isonicotinate